2-(2-ethoxy-3-pyridinyl)-6-(1-ethylpropyl)-8-methyl-imidazo[1,5-a]pyrimidine C(C)OC1=NC=CC=C1C1=NC=2N(C=C1)C(=NC2C)C(CC)CC